C(C)(C)(C)OC(=O)N1[C@@H](CN(CC1)CC#CC=1C=CC=C2C(=CN=CC12)N1C(NC(CC1)=O)=O)C(=O)O (2S)-1-tert-butoxycarbonyl-4-[3-[4-(2,4-dioxohexahydropyrimidin-1-yl)-8-isoquinolyl]prop-2-ynyl]piperazine-2-carboxylic acid